13-((2-((4-methyl-5-nitrothiazol-2-yl)carbamoyl)phenyl)amino)-13-oxotridecanoic acid CC=1N=C(SC1[N+](=O)[O-])NC(=O)C1=C(C=CC=C1)NC(CCCCCCCCCCCC(=O)O)=O